(3S)-N-[4-methyl-3-[2-(morpholin-4-yl)-6-[(3R)-oxolan-3-ylamino]pyridin-4-yl]phenyl]-3-(2,2,2-trifluoroethyl)pyrrolidine-1-carboxamide CC1=C(C=C(C=C1)NC(=O)N1C[C@@H](CC1)CC(F)(F)F)C1=CC(=NC(=C1)N[C@H]1COCC1)N1CCOCC1